C(C1=CN=CC=C1)(=O)OC1=C(C(=CC(=C1)Cl)C=NC1=CC(=CC(=C1)Cl)Cl)OC(C(C)C)=O 5-chloro-3-((3,5-dichlorophenylimino)-methyl)-2-(isobutyryl-oxy)phenyl nicotinate